3,4-dichloro-5-nitrobenzenesulfonate ClC=1C=C(C=C(C1Cl)[N+](=O)[O-])S(=O)(=O)[O-]